C(C)(C)C1=CC2=C(N=CN=C2N2CCN(CC2)CC=2C=C3CN(C(C3=CC2)=O)C2C(NC(CC2)=O)=O)S1 3-(5-((4-(6-isopropylthieno[2,3-d]pyrimidin-4-yl)piperazin-1-yl)methyl)-1-oxoisoindolin-2-yl)piperidine-2,6-dione